C1(CCCC1)OC1=C(C(=C(C=C1)C1=C(C(=CC=C1)F)F)F)F 1-(cyclopentyloxy)-4-(2,3-difluorophenyl)-2,3-difluorobenzene